O1C(OCC1)C=1C=C(C(=O)O)C=CC1OCC1=CC=C(C=C1)OC 3-(1,3-dioxolan-2-yl)-4-((4-methoxybenzyl)oxy)benzoic acid